1-((S)-3-aminopyrrolidin-1-yl)-6-toluenesulfonyl-1,6-dihydroimidazo[4,5-d]pyrrolo[2,3-b]pyridine-2-acetate N[C@@H]1CN(CC1)N1C(=NC=2C1=C1C(=NC2)N(C=C1)S(=O)(=O)CC1=CC=CC=C1)CC(=O)[O-]